[OH-].[Hf+4].[OH-].[OH-].[OH-] hafnium(IV) hydroxide